NC1=NOC2=C1C=CC(=C2)NC(=O)[C@@H]2CC[C@H]1CC(=CC(N21)=O)C2=C(C(=CC=C2N2N=NN=C2)Cl)F |o1:16| (3S,8aS*)-N-(3-Amino-1,2-benzoxazol-6-yl)-7-[3-chloro-2-fluoro-6-(tetrazol-1-yl)phenyl]-5-oxo-2,3,8,8a-tetrahydro-1H-indolizine-3-carboxamide